2-[6-(3,5-Difluoro-4-methyl-phenyl)pyrazolo[3,4-b]pyrazin-1-yl]-N,N-dimethyl-acetamide FC=1C=C(C=C(C1C)F)C1=CN=C2C(=N1)N(N=C2)CC(=O)N(C)C